4-chloro-6-methoxy-1,3,5-triazin-2-amine ClC1=NC(=NC(=N1)OC)N